P(=O)(O[Si](C)(C)C(C)(C)C)(O[Si](C)(C)C(C)(C)C)O[Si](C)(C)C(C)(C)C Tris(tertiary butyldimethylsilyl) phosphate